C(C)N(C(C1=C(C=CC(=C1)F)C=1C=2N(C=C(C1)[C@@H]1CN(CC1)CC1CCC(CC1)NS(=O)(=O)CC)C=NC2)=O)C(C)C N-ethyl-5-fluoro-N-isopropyl-2-{6-[(3R)-1-{[(1r,4r)-4-ethanesulfonamidocyclohexyl]methyl}pyrrolidin-3-yl]imidazo[1,5-a]pyridin-8-yl}benzamide